CC=1C=C(C=CC1)C1CO1 3-methylphenyl-ethylene oxide